Br.CN methylamine hydrobromic acid salt